OC(CNC(=O)NC1=NC=C(C(=C1)B1OC(C(O1)(C)C)(C)C)C)(C)C 1-(2-hydroxy-2-methyl-propyl)-3-[5-methyl-4-(4,4,5,5-tetramethyl-1,3,2-dioxaborolan-2-yl)-2-pyridyl]urea